3-[(oxan-4-yl)carbamoyl]propanoic acid O1CCC(CC1)NC(=O)CCC(=O)O